[N+](=O)([O-])O[C@@H](COCCC(=O)OC1=CC=C(C=C1)[N+](=O)[O-])CO[N+](=O)[O-] 4-nitrophenyl 3-[(2S)-2,3-bis(nitrooxy)propoxy]propanoate